NC=1C(=NC2=C(C(=C(C=C2C1NC1C2CN(C1C2)C(=O)[O-])C)C2=CC(=CC1=CC=CC=C21)O)F)N2CC(C2)N(C)C 5-((3-amino-2-(3-(dimethylamino)azetidin-1-yl)-8-fluoro-7-(3-hydroxynaphthalen-1-yl)-6-methylquinolin-4-yl)amino)-2-azabicyclo[2.1.1]hexane-2-carboxylate